[2-carboxyethyl]phosphine C(=O)(O)CCP